FC1=C(C=CC=C1F)CNC1CCN(CC1)C N-[(2,3-difluorophenyl)methyl]-1-methylpiperidin-4-amine